N1(N=NN=C1)CC(=O)N[C@H]1C2SCC(=C(N2C1=O)C(=O)O)CSC1=CC=CC=C1 (7R)-7-(2-(1H-tetrazol-1-yl)acetamido)-8-oxo-3-((phenylthio)methyl)-5-thia-1-azabicyclo[4.2.0]oct-2-ene-2-carboxylic acid